3-(4-Fluorophenyl)-1-[4-(2-hydroxyethenyl)phenyl]prop-2-en-1-one FC1=CC=C(C=C1)C=CC(=O)C1=CC=C(C=C1)C=CO